(5RS,7RS)-2-[(6-chloropyridin-3-yl)methyl]-3-oxo-7-(trifluoromethyl)-2,3,5,6,7,8-hexahydro[1,2,4]triazolo[4,3-a]pyridine-5-carboxylic acid ClC1=CC=C(C=N1)CN1N=C2N([C@H](C[C@H](C2)C(F)(F)F)C(=O)O)C1=O |r|